[N+](=O)([O-])C1=C(C=CC=C1)N1C(=CC=C1)\C=C/C=N\N=C(N)N N''-[(Z)-[(2Z)-3-[1-(2-nitrophenyl)-1H-pyrrol-2-yl]prop-2-en-1-ylidene]amino]guanidine